CC1=C(OC2=NC(=CC=C2C(=O)NS(=O)(=O)C2=CC=NN2)C2=CC(=CC(=C2)OCC(C)C)F)C(=CC=C1)C 2-(2,6-Dimethylphenoxy)-6-(3-fluoro-5-isobutoxyphenyl)-N-(1H-pyrazol-5-ylsulfonyl)pyridin-3-carboxamid